C(#N)C1=C(C2=C(OC[C@H]3N(CCN2C3)C(=O)OC(C)(C)C)C=C1/N=C/N(C)C)F Tert-butyl (3S)-9-cyano-10-(((E)-(dimethylamino)methylene)amino)-8-fluoro-2,3,5,6-tetrahydro-4H-3,7-methanobenzo[b][1,4,7]oxadiazonine-4-carboxylate